2-(1H-Indazol-4-yl)-2-(1-(4,5,6,7-tetrahydroisoxazolo[4,3-c]pyridin-5-carbonyl)piperidin-4-yliden)acetonitril N1N=CC2=C(C=CC=C12)C(C#N)=C1CCN(CC1)C(=O)N1CC=2C(CC1)=NOC2